2-(2,2-difluorobenzo[d][1,3]dioxol-5-yl)-4,4,5,5-Tetramethyl-1,3,2-dioxaborolane FC1(OC2=C(O1)C=CC(=C2)B2OC(C(O2)(C)C)(C)C)F